BrC=1N=C2N(N1)[C@@H](C[C@@H]2F)C2=C(C=CC=C2)C (5s,7s)-2-bromo-7-fluoro-5-(o-tolyl)-6,7-dihydro-5H-pyrrolo[1,2-b][1,2,4]triazole